BrC=1C=C(C=C(C1)Cl)CC(=O)N (3-bromo-5-chlorophenyl)acetamide